NC1(CCN(CC1)C1=C(C=CC(=C1)C=1C=NC=CC1C#N)NC(=O)C1=NN(C(C=C1)=O)C1=C(C=CC=C1F)F)CO N-(2-(4-amino-4-(hydroxymethyl)piperidin-1-yl)-4-(4-cyanopyridin-3-yl)phenyl)-1-(2,6-difluorophenyl)-6-oxo-1,6-dihydropyridazine-3-carboxamide